ICCCCNC(OCC1=CC=CC=C1)=O benzyl (4-iodobutyl)carbamate